C(CCCCC(=O)[O-])(=O)OCCOCCOCCOCCOCCOC mono-[2-(2-{2-[2-(2-methoxy-ethoxy)-ethoxy]-ethoxy}-ethoxy)-ethyl] adipate